3-(5-(4-((1-(4-(6'-Hydroxy-3',4'-dihydro-1'H-spiro[cyclopentane-1,2'-naphthalen]-1'-yl)phenyl)piperidin-4-yl)methyl)piperazin-1-yl)-1-oxoisoindolin-2-yl)piperidine-2,6-dione OC=1C=C2CCC3(C(C2=CC1)C1=CC=C(C=C1)N1CCC(CC1)CN1CCN(CC1)C=1C=C2CN(C(C2=CC1)=O)C1C(NC(CC1)=O)=O)CCCC3